4H-pyran-4-ylidenemalononitrile O1C=CC(C=C1)=C(C#N)C#N